6-chloro-3-[[(1R)-1-[3,6-dimethyl-2-(1-methylpyrazol-4-yl)-4-oxo-benzopyran-8-yl]ethyl]amino]pyridine-2-sulfonamide trifluoroacetate FC(C(=O)O)(F)F.ClC1=CC=C(C(=N1)S(=O)(=O)N)N[C@H](C)C1=CC(=CC=2C(C(=C(OC21)C=2C=NN(C2)C)C)=O)C